N-(1-(3-(4-ethylphenyl)-1,2,4-oxadiazol-5-yl)ethyl)benzenesulfonamide C(C)C1=CC=C(C=C1)C1=NOC(=N1)C(C)NS(=O)(=O)C1=CC=CC=C1